6-methyl-1-[5-Methyl-2-[3-(3-methylazetidin-3-yl)pyrazol-1-yl]-4-pyridyl]pyridin-2-one CC1=CC=CC(N1C1=CC(=NC=C1C)N1N=C(C=C1)C1(CNC1)C)=O